BrC=1C=CC(=NC1)N1[C@@H](CN(CC1)C(=O)OC(C)(C)C)C tert-butyl (R)-4-(5-bromopyridin-2-yl)-3-methylpiperazine-1-carboxylate